C(=CC)N1CCC(CC1)C1=C2N(N=C1)C(=C(N2)C2=CC=C(C=C2)OC2=C(C=CC=C2)F)C(=O)N 7-(1-propenylpiperidin-4-yl)-2-(4-(2-fluorophenoxy)phenyl)-1H-imidazo[1,2-b]pyrazole-3-carboxamide